5-amino-7-(4-isopropylphenyl)-2,3-dihydrofuro[2,3-c]pyridine-4-carbonitrile NC1=C(C2=C(C(=N1)C1=CC=C(C=C1)C(C)C)OCC2)C#N